FC(C1=CNC=2N=C(C=C(C21)N)N)(F)F 3-(trifluoromethyl)-1H-pyrrolo[2,3-b]pyridin-4,6-diamin